C1(CCCCC1)C1=NC=C(C(=N1)OC1=CC=CC=C1)C(=O)NC(C)C=CS(=O)(=O)C 2-cyclohexyl-N-(4-(methylsulfonyl)but-3-en-2-yl)-4-phenoxypyrimidine-5-carboxamide